FC1N(CCOC1)C=1C=C(C=CC1)N1C(OC(C1)CC1=C2C(C(=O)NC2=O)=CC=C1)=O [3-(3-fluoro-4-morpholinyl)phenyl-2-oxo-5-oxazolidinyl]methylphthalimide